C(C)(=O)OC(C(C)(F)F)C1=NC=C(C(=C1)C)C=1C(N(C2=CC(=NC=C2C1)Cl)C)=O 1-(5-(7-chloro-1-methyl-2-oxo-1,2-dihydro-1,6-naphthyridin-3-yl)-4-methylpyridin-2-yl)-2,2-difluoropropyl acetate